ClC1=C(C=2N(C=C1OCC(C)(C)O)N=CC2C#N)C=2C=NC(=CC2)F 5-chloro-4-(6-fluoropyridin-3-yl)-6-(2-hydroxy-2-methylpropoxy)pyrazolo[1,5-a]pyridine-3-carbonitrile